(R)-4-(6-chloro-4-(1,4-dimethyl-1H-1,2,3-triazol-5-yl)-5-methylpyridin-2-yl)-3-methylmorpholine ClC1=C(C(=CC(=N1)N1[C@@H](COCC1)C)C1=C(N=NN1C)C)C